[C@@H]1([C@H](O)[C@@H](O)[C@H](O)[C@H](O1)CO)C1(OC2=CC(=CC(=C2CC1)OC)O)C1=CC(=C(C=C1)O)OC β-D-glucopyranosyl-7,4'-dihydroxy-5,3'-dimethoxyflavan